2-((4-(3-(4-Chloro-2-fluorophenyl)-4,4-difluoro-3-methylchroman-5-yl)piperidin-1-yl)methyl)-1-(((S)-oxetan-2-yl)methyl)-1H-benzo[d]imidazole-6-carboxylic acid ClC1=CC(=C(C=C1)C1(COC2=CC=CC(=C2C1(F)F)C1CCN(CC1)CC1=NC2=C(N1C[C@H]1OCC1)C=C(C=C2)C(=O)O)C)F